(E)-Methyl 3-(4-(bromomethyl)phenyl)acrylate BrCC1=CC=C(C=C1)/C=C/C(=O)OC